NCC[C@@H](C)O (R)-4-aminobutan-2-ol